N-((1H-pyrazol-3-yl)methyl)-2-(trifluoromethoxy)benzamide N1N=C(C=C1)CNC(C1=C(C=CC=C1)OC(F)(F)F)=O